(S)-3-chloro-5-(7-(2-((5-chloro-2-(2,4-dimethylpiperazin-1-yl)pyridin-4-yl)amino)-2-oxoethyl)-3-methyl-4-oxo-2-phenyl-4,7-dihydro-3H-pyrrolo[2,3-d]pyrimidin-5-yl)-2-hydroxybenzamide ClC=1C(=C(C(=O)N)C=C(C1)C1=CN(C=2N=C(N(C(C21)=O)C)C2=CC=CC=C2)CC(=O)NC2=CC(=NC=C2Cl)N2[C@H](CN(CC2)C)C)O